The molecule is the (S)-enantiomer of 3-methyl-2-oxovaleric acid. It is a conjugate acid of a (S)-3-methyl-2-oxovalerate. It is an enantiomer of a (R)-3-methyl-2-oxovaleric acid. CC[C@H](C)C(=O)C(=O)O